2,2'-azobis{2-[1-(2-Hydroxyethyl)-2-imidazolin-2-yl]propane} dihydrochloride Cl.Cl.N(=NC(C)(C)C=1N(CCN1)CCO)C(C)(C)C=1N(CCN1)CCO